[(3S)-3-methylpiperidin-3-yl]methanol hydrochloride Cl.C[C@]1(CNCCC1)CO